C1(OCO1)=O.C=C Ethylene Methylene Carbonate